(1r,4s)-bicyclo[2.1.0]pentane [C@@H]12CC[C@H]2C1